BrC1=CC2=C(N(C(=N2)C)C2CC(C2)(O)C)C(=C1)Cl 3-(5-bromo-7-chloro-2-methyl-benzimidazol-1-yl)-(cis)-1-methyl-cyclobutanol